tert-butyl 3-(1-(3-fluoro-5-(2-(2-fluoro-3-(trifluoromethyl)phenyl)acetamido)pyridin-2-yl)-1H-imidazol-4-yl)morpholine-4-carboxylate FC=1C(=NC=C(C1)NC(CC1=C(C(=CC=C1)C(F)(F)F)F)=O)N1C=NC(=C1)C1N(CCOC1)C(=O)OC(C)(C)C